(1R,3R)-3-((S)-6-(methoxycarbonyl)-7-methyl-2-(1-(methyl(pyridin-2-yl)amino)cyclopropyl)-6,7,8,9-tetrahydro-3H-imidazo[4,5-f]quinolin-3-yl)cyclohexane-1-carboxylic acid COC(=O)N1[C@H](CCC2=C3C(=CC=C12)N(C(=N3)C3(CC3)N(C3=NC=CC=C3)C)[C@H]3C[C@@H](CCC3)C(=O)O)C